N=1N=C(NC1)C(=O)OC methyl 4H-1,2,4-triazole-3-carboxylate